di-n-butylketone C(CCC)C(=O)CCCC